C(C=C)(=O)OCCC[N+](C)(C)CC1=CC=CC=C1 [3-(acryloyloxy)propyl]benzyldimethylammonium